fluoro-1,3-dioxol FC1OC=CO1